2-(4-Fluorophenyl)-N-{4-[7-(2-oxopyrrolidin-1-yl)-3-(pyridin-2-yl)-1H-pyrrolo[3,2-b]pyridin-2-yl]pyridin-2-yl}acetamid FC1=CC=C(C=C1)CC(=O)NC1=NC=CC(=C1)C1=C(C2=NC=CC(=C2N1)N1C(CCC1)=O)C1=NC=CC=C1